tert-butyl (R)-2-(((5-(2-((2,6-dimethylpyrimidin-4-yl)amino)pyrazolo[1,5-a]pyridin-5-yl)-1-(methyl-d3)-1H-pyrazol-4-yl)oxy)methyl)azetidine-1-carboxylate CC1=NC(=CC(=N1)NC1=NN2C(C=C(C=C2)C2=C(C=NN2C([2H])([2H])[2H])OC[C@@H]2N(CC2)C(=O)OC(C)(C)C)=C1)C